1-cyclopentyl-2-methyl-7-(4,4,5,5-tetramethyl-1,3,2-dioxaborolan-2-yl)quinolin-4(1H)-one C1(CCCC1)N1C(=CC(C2=CC=C(C=C12)B1OC(C(O1)(C)C)(C)C)=O)C